NC1=CC=C(C=N1)/C=C/C(=O)NCCC=1OC2=C(C1)C=C(C=C2C(F)(F)F)C2=NC=C(C=C2)C(=O)N2CCC(CC2)(F)F (E)-3-(6-aminopyridin-3-yl)-N-(2-(5-(5-(4,4-difluoropiperidine-1-carbonyl)pyridin-2-yl)-7-(trifluoromethyl)benzofuran-2-yl)ethyl)acrylamide